(S)-4-chloro-7-((2,3-dihydrobenzofuran-7-yl)methyl)-2-((1-methylpyrrolidin-2-yl)methoxy)imidazo[2,1-f][1,2,4]triazine ClC1=NC(=NN2C1=NC=C2CC2=CC=CC=1CCOC12)OC[C@H]1N(CCC1)C